3-amino-2-bromo-6-fluoro-phenol NC=1C(=C(C(=CC1)F)O)Br